N-(difluoromethylsulfonyl)-2-[1-[(3,4-difluorophenyl)methyl]-5-oxopyrrolidin-2-yl]acetamid FC(S(=O)(=O)NC(CC1N(C(CC1)=O)CC1=CC(=C(C=C1)F)F)=O)F